4,5,6,7-tetrachloro-1,3-dioxoisoindol-2-yl 3-methoxy-2,2-dimethylpropionate COCC(C(=O)ON1C(C2=C(C(=C(C(=C2C1=O)Cl)Cl)Cl)Cl)=O)(C)C